ClC1=CC(=C(C=C1)CN(C(NCC1=CC=C(C=C1)OC(C)C)=O)C1CCNCC1)F 3-[(4-chloro-2-fluorophenyl)methyl]-3-(piperidin-4-yl)-1-{[4-(propan-2-yloxy)phenyl]-methyl}urea